ClC1=C(C(=O)O)C=CC(=C1)C(=C)F 2-chloro-4-(1-fluorovinyl)benzoic acid